C[Si](C1[C@H]2[C@@H]3CNC[C@H]([C@@H]12)N3)(C)C (1R,2R,4S,5S)-3-(trimethylsilyl)-7,9-diazatricyclo[3.3.1.02,4]nonane